N[C@@H](CC[C@@H](O)CN)C(=O)O Hydroxylysine